CC1=C(C(N)(C)C)C=CC=C1.FC(CO)(S(=O)(=O)O)F 1,1-difluoro-2-hydroxyethanesulfonic acid-trimethylbenzylamine salt